4-chloro-2-(chlorosulfonyl)benzoic acid ClC1=CC(=C(C(=O)O)C=C1)S(=O)(=O)Cl